N(=[N+]=[N-])C1=CC=C(C[C@H](N)C(=O)O)C=C1 p-Azidophenylalanine